BrC=1C(=NC(=NC1)NC=1C(=NN(C1)C1CC2CCC(C1)N2C)C)NCCCN2C(CCCC2)=O 1-(3-((5-Bromo-2-((3-methyl-1-(8-methyl-8-azabicyclo[3.2.1]octan-3-yl)-1H-pyrazol-4-yl)amino)pyrimidin-4-yl)amino)propyl)piperidin-2-on